4-(9-acetyl-4,7-dimethyl-5-oxo-4,5-dihydroimidazo[1,5-a]quinazolin-3-yl)-3,6-dihydropyridine-1(2H)-carboxylic acid tert-butyl ester C(C)(C)(C)OC(=O)N1CCC(=CC1)C=1N=CN2C1N(C(C1=CC(=CC(=C21)C(C)=O)C)=O)C